N1[C@@H](CCC1)C1=NC2=C(N1)C=CC=C2 2-((S)-pyrrolidin-2-yl)-1H-benzo[d]imidazol